O=C1NC(CCC1N1C(C2=CC=CC(=C2C1)NCCOCCOCCOCCOCCCC(=O)O)=O)=O 1-((2-(2,6-dioxopiperidin-3-yl)-1-oxoisoindolin-4-yl)amino)-3,6,9,12-tetraoxapentadecane-15-carboxylic acid